CC1=C(C=NC(=C1)N1C(OC(=C1)CN1C[C@@H](N[C@@H](C1)C=1C(=C2COC(C2=CC1)=O)C)C)=O)C#N 4-methyl-6-(5-(((3s,5r)-3-methyl-5-(4-methyl-1-oxo-1,3-dihydroisobenzofuran-5-yl)piperazin-1-yl)methyl)-2-oxooxazol-3(2H)-yl)pyridine-3-carbonitrile